ClC=1C=C2C(=NC(=NC2=C(C1C1=CC(=CC2=CC=C(C(=C12)CC)F)OCOC)F)OC[C@]12CCCN2C[C@@H](C1)F)N(C)C 6-chloro-7-(8-ethyl-7-fluoro-3-(methoxymethoxy)naphthalen-1-yl)-8-fluoro-2-(((2R,7aS)-2-fluorotetrahydro-1H-pyrrolizin-7a(5H)-yl)methoxy)-N,N-dimethylquinazolin-4-amine